(S)-2-(4-(pyrazolo[1,5-a]pyridin-2-yl)-6,7-dihydro-1H-imidazo[4,5-c]pyridin-5(4H)-yl)-5-(trifluoromethyl)-1,3,4-oxadiazole N1=C(C=C2N1C=CC=C2)[C@H]2N(CCC1=C2N=CN1)C=1OC(=NN1)C(F)(F)F